(R)-3-(dimethylamino)-1-(4-fluorophenyl)-1-propanol R-mandelate C([C@H](O)C1=CC=CC=C1)(=O)O[C@H](CCN(C)C)C1=CC=C(C=C1)F